NCC(COCCCOCCCNC(OC(C)(C)C)=O)F Tert-Butyl N-[3-[3-(3-amino-2-fluoro-propoxy)propoxy]propyl]carbamate